C(C)NC=1N=CC2=C(N1)NC=C2C2=CC=1N(C=C2)N=CC1C(=O)N1CCCCC1 (5-(2-(ethylamino)-7H-pyrrolo[2,3-d]pyrimidin-5-yl)pyrazolo[1,5-a]pyridin-3-yl)(piperidin-1-yl)methanone